[Na].[Na].[Na].[Na].C(CN([C@@H](CCC(=O)O)C(=O)O)CC(=O)O)(=O)O glutamic acid N,N-diacetic acid tetrasodium